4-(6-amino-4-((dimethylamino)methyl)pyridin-3-yl)tetrahydro-2H-pyran-4-ol NC1=CC(=C(C=N1)C1(CCOCC1)O)CN(C)C